6-tert-butyl-9-[2-(4-carboxypiperidin-1-yl)pyrimidin-5-yl]-10-methoxy-2-oxo-6,7-dihydro-2H-pyrido[2,1-a]isoquinoline-3-carboxylic acid C(C)(C)(C)C1N2C(C3=CC(=C(C=C3C1)C=1C=NC(=NC1)N1CCC(CC1)C(=O)O)OC)=CC(C(=C2)C(=O)O)=O